N-octanoyl-4-hydroxysphinganine C(CCCCCCC)(=O)N[C@@H](CO)[C@H](O)C(CCCCCCCCCCCCCC)O